oxo-nitrobenzyl-sulfonate methyl-6-(bromomethyl)-2-chloronicotinate COC(C1=C(N=C(C=C1)CBr)Cl)=O.O=C1C(C(S(=O)(=O)O)[N+](=O)[O-])C=CC=C1